IC1=CC=C(C=C1)N=C=O 1-iodo-4-isocyanatobenzene